N-(4-((4-(2-methoxyethoxy)-6-(methylsulfonyl)pyridin-2-yl)amino)-5-(pyrazolo[1,5-a]pyrimidin-2-yl)pyridin-2-yl)acetamide COCCOC1=CC(=NC(=C1)S(=O)(=O)C)NC1=CC(=NC=C1C1=NN2C(N=CC=C2)=C1)NC(C)=O